OC1=CC(=C2C(C=C(OC2=C1CC=C(C)C)C1=CC=C(C=C1)O)=O)OC 7-hydroxy-2-(4-hydroxyphenyl)-5-methoxy-8-(3-methylbut-2-en-1-yl)-4H-chromen-4-one